O[C@@H]1[C@H](C[C@H](C1)NC1=NC=NC=C1C(=O)C=1SC=C(C1)[C@@H]1NCCC2=CC=CC=C12)CNS([O-])(=O)=O [(1R,2S,4R)-2-Hydroxy-4-{[5-({4-[(1R)-1,2,3,4-tetrahydroisoquinolin-1-yl]-2-thienyl}carbonyl)pyrimidin-4-yl]amino}cyclopentyl]methylsulfamate